2-(1,2,3,4-tetrahydro-1-hydroxy-7-methoxy-1-naphthyl)acetonitrile OC1(CCCC2=CC=C(C=C12)OC)CC#N